3-(2-chloro-5-(3,5-dimethyl-2,6-dioxo-4-thioxo-1,3,5-triazin-1-yl)-4-fluorophenyl)-6-methyl-5,6-dihydro-4H-1,2-oxazine-6-carboxylic acid benzyl ester C(C1=CC=CC=C1)OC(=O)C1(CCC(=NO1)C1=C(C=C(C(=C1)N1C(N(C(N(C1=O)C)=S)C)=O)F)Cl)C